Cl.NCC1=CC=C(C=C1)OB(O)O 4-aminomethyl-phenyl-boric acid hydrochloride